1-(2-methyl-5-propan-2-yl-1-cyclohex-2-enyl)propan-1-one CC=1C(CC(CC1)C(C)C)C(CC)=O